C(C)(C)(C)C1CCC(CC1)N(C(C1=CC(C(=O)N)=CC(=C1)NC(=O)C1CCC(CC1)CCCC)=O)C1CCC(CC1)C(C)(C)C N,N-di(4-tert-butylcyclohexyl)-5-(4-n-butylcyclohexylcarbonylamino)isophthalamide